CC=1C(=NC=C(C1)C)N1CCN(CC1)C(=O)C1=CC(=C(C=C1C)C1(C(NC(N1)=O)=O)C(C)C)O 5-{4-[4-(3,5-dimethyl-pyridin-2-yl)-piperazine-1-carbonyl]-2-hydroxy-5-methyl-phenyl}-5-isopropyl-imidazolidine-2,4-dione